N1C(=O)NC(=O)C=C1.[K] potassium uracil